8-(2,6-dimethylpyridin-3-yl)-9-(4-((1-(3-fluoropropyl)azetidin-3-yl)methyl)phenyl)-6,7-dihydro-5H-benzo[7]annulene-3-carboxylic acid hydrochloride Cl.CC1=NC(=CC=C1C=1CCCC2=C(C1C1=CC=C(C=C1)CC1CN(C1)CCCF)C=CC(=C2)C(=O)O)C